butan-2-yl-2-(2-hydroxyethyl)piperidine ethyl-2-({6-[(1,3-benzothiazol-2-yl)amino]-4-(ethoxymethyl)-5-methylpyridazin-3-yl}amino)-1,3-thiazole-4-carboxylate C(C)OC(=O)C=1N=C(SC1)NC=1N=NC(=C(C1COCC)C)NC=1SC2=C(N1)C=CC=C2.CC(CC)N2C(CCCC2)CCO